C(C1=CC=CC=C1)OC=1C(=NC=NC1OCC1=CC=CC=C1)CN1C(N(C(C1)C1=CC=C(C=C1)I)C(=O)OC(C)(C)C)=O tert-butyl 3-((5,6-bis(benzyloxy) pyrimidin-4-yl) methyl)-5-(4-iodophenyl)-2-oxoimidazoline-1-carboxylate